COC(CCCN)OC 4,4-dimethoxybutan-1-amine